C1(=CC(=CC=C1)C(=O)O)C.NCC=1C=C(C=CC1)C1=C2N=CNC2=NC(=N1)NC1=CC=C(C=C1)S(=O)(=O)N 4-((6-(3-(aminomethyl)phenyl)-9H-purin-2-yl)amino)benzenesulfonamide M-toluate